ClC=1C(=CC2=C(N(CN(S2(=O)=O)[C@H](C(=O)O)C(C)C2=C(C(=CC=C2F)C)C)C)C1)C (2S)-2-(6-chloro-4,7-dimethyl-1,1-dioxido-3,4-dihydro-2H-benzo[e][1,2,4]thiadiazin-2-yl)-3-(6-fluoro-2,3-dimethylphenyl)butanoic acid